((1R,8S,9s)-bicyclo[6.1.0]non-4-yn-9-yl)methyl (5-(3-(5-(4-acryloyl-2-oxopiperazin-1-yl)furan-2-yl)propanamido)pentyl)carbamate C(C=C)(=O)N1CC(N(CC1)C1=CC=C(O1)CCC(=O)NCCCCCNC(OCC1[C@H]2CCC#CCC[C@@H]12)=O)=O